C1(CC1)C=1N=NN(C1)[C@H](C(=O)N1[C@@H](C[C@H](C1)O)C(=O)NC1CN(C(C1)=O)C1C(C1)C)C(C)(C)C (2S,4r)-1-[(2S)-2-(4-cyclopropyl-triazol-1-yl)-3,3-dimethyl-butyryl]-4-hydroxy-N-[1-(2-methylcyclopropyl)-5-oxo-pyrrolidin-3-yl]pyrrolidine-2-carboxamide